Cl.COC([C@@H](C)N)=O.BrC1=C(C(C(=O)O)=C(C=C1C(F)(F)F)[2H])[2H] 3-bromo-4-(trifluoromethyl)benzoic acid-2,6-d2 methyl-(2R)-2-aminopropionate hydrochloride